Tert-butyl (2S,4R)-2-((2-cyano-3-(trifluoromethoxy)phenyl)carbamoyl)-4-fluoropyrrolidine-1-carboxylate C(#N)C1=C(C=CC=C1OC(F)(F)F)NC(=O)[C@H]1N(C[C@@H](C1)F)C(=O)OC(C)(C)C